ClC1=C(C=CC(=C1)Cl)C1=C(C=2C=CC(=CC2CC1)O)C1=CC=C(C=C1)O[C@@H]1CN(CC1)CCCF 6-(2,4-dichlorophenyl)-5-[4-[(3S)-1-(3-fluoropropyl)pyrrolidin-3-yl]oxyphenyl]-7,8-dihydronaphthalen-2-ol